Methyl (S)-6-{2-[2-(benzo[d]isoxazol-3-yl)phenyl]-2-[(tert-butoxycarbonyl)amino]ethyl}pyridin-2-carboxylate O1N=C(C2=C1C=CC=C2)C2=C(C=CC=C2)[C@H](CC2=CC=CC(=N2)C(=O)OC)NC(=O)OC(C)(C)C